tetraethylene glycol dimercaptopropionate C(CS)C(=O)OCCOCCOCCOCCOC(=O)CCS